(S)-6-(2-(4-amino-9-chloro-6-methyl-5-oxo-3,4,5,6-tetrahydrobenzo[b][1,4]diazocine-1(2H)-yl)ethyl)-2,6-diazaspiro[3.3]heptane-2-carboxylic acid benzyl ester C(C1=CC=CC=C1)OC(=O)N1CC2(C1)CN(C2)CCN2C1=C(N(C([C@H](CC2)N)=O)C)C=CC(=C1)Cl